OCC1=CC=2SC3=CC(=CC=C3SC2C=C1)CO 2,8-di(hydroxymethyl)-thianthrene